COC=1C(=CC2=CN(N=C2C1)C1CCC(CC1)N(C(C)=O)C)C(=O)N 6-methoxy-2-((1s,4s)-4-(N-methylacetamido)cyclohexyl)-2H-indazole-5-carboxamide